1-n-Butoxy-1,3-cyclohexadiene C(CCC)OC1=CC=CCC1